1-cyclopropyl-3-(3,4-dichlorophenyl)-5-(2-(3-fluoropyrrolidin-1-yl)-2-oxoethyl)-1H-pyrrolo[3,2-c]pyridin-4(5H)-one C1(CC1)N1C=C(C=2C(N(C=CC21)CC(=O)N2CC(CC2)F)=O)C2=CC(=C(C=C2)Cl)Cl